methyl-6-((1,3-dimethylpiperidin-4-yl)amino)-5-(4-fluorobenzyl)nicotinic acid CC1=C(C(=O)O)C=C(C(=N1)NC1C(CN(CC1)C)C)CC1=CC=C(C=C1)F